N1=CC=C(C=C1)C=1N=C(C2=C(N1)C=NC(=C2)CNC(CC)=O)N2CCC1(CCNC1)CC2 N-((2-(pyridin-4-yl)-4-(2,8-diazaspiro[4.5]decan-8-yl)pyrido[3,4-d]pyrimidin-6-yl)methyl)propionamide